(9aS)-8-[5-ethynyl-6-[(1S)-1-methoxyethyl]-3-pyridyl]-3,4,6,7,9,9a-hexahydro-1H-pyrazino[2,1-c][1,4]oxazine C(#C)C=1C=C(C=NC1[C@H](C)OC)N1C[C@H]2COCCN2CC1